Sodium 2-(((1r,4r)-4-(((3-Fluorophenyl)(phenyl)carbamoyloxy)methyl)cyclohexyl)methoxy)acetate FC=1C=C(C=CC1)N(C(=O)OCC1CCC(CC1)COCC(=O)[O-])C1=CC=CC=C1.[Na+]